C(C)OC(CCC1=C(C(=O)O)C=CC=C1)=O (3-ethoxy-3-oxopropyl)benzoic acid